6-hydroxy-2-(pyridin-4-yl)-6,7,8,9-tetrahydro-6,9-ethanothieno[2,3-c]quinolin-4(5H)-one OC12CCC(C=3C4=C(C(NC13)=O)SC(=C4)C4=CC=NC=C4)CC2